ethyl 5-(furan-2-yl)-1-methyl-1H-pyrazole-3-carboxylate O1C(=CC=C1)C1=CC(=NN1C)C(=O)OCC